N1=NN(C2=NC=CC=C21)C2=CC(=C(C(=O)N(C1=NC=CC3=CC=CC(=C13)\C=C\C=1C=NC=CC1)[C@H]1CNCCC1)C=C2)F (R,E)-4-(3H-[1,2,3]triazolo[4,5-b]pyridin-3-yl)-2-fluoro-N-(piperidin-3-yl)-N-(8-(2-(pyridin-3-yl)vinyl)isoquinolin-1-yl)benzamide